NC=1C(N(C2=C(N1)SC(=C2C(F)(F)F)C(=O)NC2CN(C2)C)C2=CC=C1C=CN(C1=C2)C2=CC=CC=C2)=O 3-amino-N-(1-methylazetidin-3-yl)-2-oxo-1-(1-phenyl-1H-indol-6-yl)-7-(trifluoromethyl)-1,2-dihydrothieno[2,3-b]pyrazine-6-carboxamide